5-isopropoxy-N-((3R,4S)-3-methyl-1-(methylsulfonyl)piperidin-4-yl)-6-(1H-pyrazol-4-yl)-[1,2,4]triazolo[1,5-a]pyridin-2-amine C(C)(C)OC1=C(C=CC=2N1N=C(N2)N[C@@H]2[C@@H](CN(CC2)S(=O)(=O)C)C)C=2C=NNC2